(2-Methoxy-4-(pyridin-2-yl)phenyl)methylamine COC1=C(C=CC(=C1)C1=NC=CC=C1)CN